4-((4-(chloromethyl)-2-fluorobenzyl)amino)-2-(2,6-dioxopiperidin-3-yl)isoindoline-1,3-dione ClCC1=CC(=C(CNC2=C3C(N(C(C3=CC=C2)=O)C2C(NC(CC2)=O)=O)=O)C=C1)F